C(C)(C)(C)C=1C=C(C=C(C1O)C(C)(C)C)CCC(=O)OCCSCCOC(CCC1=CC(=C(C(=C1)C(C)(C)C)O)C(C)(C)C)=O 2,2'-thiodiethyl bis(3-(3,5-di-tert-butyl-4-hydroxyphenyl) propionate)